(S)-2-(4-cyclopropyl-6-methoxypyrimidin-5-yl)-4-(1-(4-(1-ethyl-4-(trifluoromethyl)-1H-imidazol-2-yl)phenyl)ethyl)-6,7-dihydropyrazolo[1,5-a]pyrimidin-5(4H)-one C1(CC1)C1=NC=NC(=C1C1=NN2C(N(C(CC2)=O)[C@@H](C)C2=CC=C(C=C2)C=2N(C=C(N2)C(F)(F)F)CC)=C1)OC